C(C)C1=C(C(=O)NC=2SC=3C(=NC=C(N3)C3=CC=NC=C3)N2)C(=CC(=N1)C)Br ethyl-4-bromo-6-methyl-N-(6-(pyridin-4-yl)thiazolo[4,5-b]pyrazin-2-yl)nicotinamide